C(C)N1N=C(C(=C1C1=NN(C(=N1)C1=C2C=NN(C2=CC(=C1)C(=O)N)C)C)F)C 4-[3-(1-ethyl-4-fluoro-3-methyl-1H-pyrazol-5-yl)-1-methyl-1H-1,2,4-triazol-5-yl]-1-methyl-1H-indazole-6-carboxamide